(4-(methylsulfonyl)phenyl)sulfonamide CS(=O)(=O)C1=CC=C(C=C1)S(=O)(=O)N